N,N-dimethyl-1-[(1S,2S)-2-{[(1R,2R)-2-pentylcyclopropyl]methyl}cyclopropyl]nonadecan-10-amine CN(C(CCCCCCCCC[C@@H]1[C@@H](C1)C[C@@H]1[C@@H](C1)CCCCC)CCCCCCCCC)C